C(C(=C)C)(=O)OC(CCC)C methylButyl methacrylate